FC1=CC2=C(N=CO2)C=C1 6-fluoro-(benzoxazole)